C(C)(C)(C)OC(=O)N[C@H]([C@@H](C)OCC1=CC=C(C=C1)CCCC(=O)O)CCC(N)=O 4-[4-([[(2R,3S)-3-[(tert-butoxycarbonyl)amino]-5-carbamoylpentan-2-yl]oxy]methyl)phenyl]butanoic acid